N1(CCOCC1)CCOC1=CC=C(C(=O)N)C=C1 4-{[2-(4-morpholinyl)ethyl]-oxy}benzamide